(1S,2S)-2-[5-(5-bromo-2,4-difluoro-benzyloxy)-pyrazin-2-yl]-Cyclopropanecarboxylic acid ethyl ester C(C)OC(=O)[C@@H]1[C@H](C1)C1=NC=C(N=C1)OCC1=C(C=C(C(=C1)Br)F)F